C(CCCCC)C(=C)C1=CC=CC=C1 α-n-hexylstyrene